azaindole-3-carboxylic acid N1N=C(C2=CC=CC=C12)C(=O)O